N-{3-[1-(2-nitrophenyl)-1H-pyrrol-2-yl]-allylidene}-aminoguanidinium formate C(=O)[O-].[N+](=O)([O-])C1=C(C=CC=C1)N1C(=CC=C1)C=CC=NC(=[NH+]N)N